C(CCC)(=O)OC[C@@H]([C@H](CC)C(=O)N1C(=NCC1)NC1=C(C=C(C=C1Cl)N)Cl)CC1=CN=CN1C (2R,3S)-3-(2-((4-amino-2,6-dichlorophenyl)amino)-4,5-dihydro-1H-imidazole-1-carbonyl)-2-((1-methyl-1H-imidazol-5-yl)methyl)pentyl butyrate